NC1=C(SC=2N=C(SC21)C)C(=O)NC2CC=1C=CC(=NC1CC2)N2CC(C(C2)OCCOC)N 6-amino-N-{2-[3-amino-4-(2-methoxyethoxy)pyrrolidin-1-yl]-5,6,7,8-tetrahydroquinolin-6-yl}-2-methylthieno[2,3-d][1,3]thiazole-5-carboxamide